CC1=CC(=NN1)NC(CCC)=O N-(5-methyl-1H-pyrazol-3-yl)butanamide